FC(OC=1C=C(C=CC1)C1=NC2=CC(=NC=C2C=C1)CNC(=O)C1=CC2=C(COC[C@@H](S2(=O)=O)F)C(=C1)F)F (2R)-N-[[2-[3-(difluoromethoxy)phenyl]-1,6-naphthyridin-7-yl]methyl]-2,6-difluoro-1,1-dioxo-3,5-dihydro-2H-4,1λ6-benzoxathiepine-8-carboxamide